BrC1=C(C=C(C=C1)C1=NO[C@H](C1)CN)F 1-[(5R)-3-(4-Bromo-3-fluorophenyl)-4,5-dihydro-1,2-oxazol-5-yl]methanamine